(2R,5S)-N-[3-(5-fluoropyrimidin-2-yl)-4-methylphenyl]-5-methyl-1-pyridin-2-ylpyrrolidine-2-carboxamide FC=1C=NC(=NC1)C=1C=C(C=CC1C)NC(=O)[C@@H]1N([C@H](CC1)C)C1=NC=CC=C1